OC1=CC=C(C=C1)[C@H]1OC=2C=CC(=CC2[C@@H]2[C@H]1C[C@H](C2)O)O (2S,3aR,4S,9bS)-4-(4-Hydroxy-phenyl)-1,2,3,3a,4,9b-hexahydro-cyclopenta[c]chromene-2,8-diol